COC(=O)C1=C(C=C2C=C(C(NC2=C1)=O)C)[N+](=O)[O-] 3-methyl-6-nitro-2-oxo-1,2-dihydroquinoline-7-carboxylic acid methyl ester